[Si](C)(C)(C(C)(C)C)OC=1C=CC(=NC1)NC(=O)N1CCN(CC1)C=1C=NN(C1)C N-(5-((tert-butyldimethylsilyl)oxy)pyridin-2-yl)-4-(1-methyl-1H-pyrazol-4-yl)piperazine-1-carboxamide